CN1N=CC=C1OCC#C 1-methyl-5-propargyloxy-1H-pyrazole